C[C@@H]1N(CC1)C=1N=C(C2=C(N1)CCC2)C=2C=C1C=NNC(C1=CC2)=O 6-[2-[(2S)-2-methylazetidin-1-yl]-6,7-dihydro-5H-cyclopenta[d]pyrimidin-4-yl]-2H-phthalazin-1-one